2,5-dicarboxyl-terephthalic acid C(=O)(O)C1=C(C(=O)O)C=C(C(=C1)C(=O)O)C(=O)O